C(C)(C)(C)N(C(O)=O)[C@H]1CN(CC1)C1=NC(=CC2=CC(=CC=C12)N(C(C=C)=O)C)C=1CCN(CC1)C.C1(=CC=CC=C1)C(=CC=CC=C)C1=CC=CC=C1 diphenyl-hexatriene (R)-tert-butyl-(1-(3-(1-methyl-1,2,3,6-tetrahydropyridin-4-yl)-6-(N-methylacrylamido)isoquinolin-1-yl)pyrrolidin-3-yl)carbamate